4-amino-1-((2R,3S,4R,5R)-4-((tert-butyl-dimethylsilyl)oxy)-5-(((tert-butyldimethylsilyl)oxy)methyl)-5-(chloromethyl-d2)-3-fluoro-tetrahydrofuran-2-yl)-5-fluoropyrimidin-2(1H)-one NC1=NC(N(C=C1F)[C@@H]1O[C@]([C@H]([C@@H]1F)O[Si](C)(C)C(C)(C)C)(C([2H])([2H])Cl)CO[Si](C)(C)C(C)(C)C)=O